C(C)(C)(C)OC(NC=1C(=NN2C1SC=C2)C)=O (6-methylpyrazolo[5,1-b]thiazol-7-yl)carbamic acid tert-butyl ester